C(C)(C)(C)C1CCN(CC1)C(CCC(=O)O)=O 4-(4-(tert-butyl)piperidin-1-yl)-4-oxobutanoic acid